N1C(=NC2=C1C=CC=C2)C=2C=CC(=C(NC1=CC=C(C=C1)C1=NC=CN=C1)C2)N2CCN(CC2)C 5-(1H-benzo[d]imidazol-2-yl)-2-(4-methylpiperazin-1-yl)-N-(4-pyrazin-2-ylphenyl)aniline